2,4-disulfonyl-alpha-phenyl-tert-butyl-nitrone Tert-Butyl-3-[5-(2,4-dichlorophenyl)-2-pyridyl]azetidine-1-carboxylate C(C)(C)(C)OC(=O)N1CC(C1)C1=NC=C(C=C1)C1=C(C=C(C=C1)Cl)Cl.S(=O)(=O)=C1C(C=CC(C1)=S(=O)=O)C(=[NH+][O-])C(C)(C)C